4-[(2S)-2-(dimethylamino)-3-[(3R)-3-phenyl-3-[1-(trifluoromethyl)cyclopropyl]propanamido]propyl]benzamide CN([C@@H](CC1=CC=C(C(=O)N)C=C1)CNC(C[C@@H](C1(CC1)C(F)(F)F)C1=CC=CC=C1)=O)C